ClC1=NC=CC(=C1NC(CC(=O)OCC)=O)C#N ethyl 3-[(2-chloro-4-cyano-3-pyridyl)amino]-3-oxo-propanoate